1,2,3-tri(mercaptomethyl)propane SCCC(CCS)CS